BrC=1C=C(C=C(C1OC)F)C=1CCN(CC1)C 4-(3-bromo-5-fluoro-4-methoxyphenyl)-1-methyl-1,2,3,6-tetrahydropyridine